2-(6-(7-oxa-2-azaspiro[3.5]non-2-yl)pyrimidin-4-yl)-4-(1H-1,2,3-triazol-1-yl)-1,2-dihydro-3H-pyrazol-3-one C1N(CC12CCOCC2)C2=CC(=NC=N2)N2NC=C(C2=O)N2N=NC=C2